4-(dimethylaminomethyl)phenyl-acrylamide CN(C)CC1=CC=C(C=C1)C(C(=O)N)=C